3-[4-[2-(4-piperidinyl)ethyl]phenyl]piperidine-2,6-dione N1CCC(CC1)CCC1=CC=C(C=C1)C1C(NC(CC1)=O)=O